BrC=1C=CC(=NC1)C1=C(N)C=C(C=C1)C 2-(5-bromopyridine-2-yl)-5-methylaniline